2-((5-(2-(6-(dimethylamino)-2-methylhexan-3-yl)-2,6-diazaspiro[3.4]oct-6-yl)-1,2,4-triazin-6-yl)oxy)-5-fluoro-N,N-diisopropylbenzamide fumarate C(\C=C\C(=O)O)(=O)O.CN(CCCC(C(C)C)N1CC2(C1)CN(CC2)C=2N=CN=NC2OC2=C(C(=O)N(C(C)C)C(C)C)C=C(C=C2)F)C